N-(9-fluorenylmethoxycarbonyl)-N-decylaminoacetaldehyde C1=CC=CC=2C3=CC=CC=C3C(C12)COC(=O)N(CCCCCCCCCC)CC=O